1-[4-[4-[5R-[(2,6-difluorophenoxy)methyl]-4,5-dihydro-3-isoxazolyl]-2-thiazolyl]-1-piperidinyl]-2-[5-methyl-3-(trifluoromethyl)-1H-pyrazol-1-yl]ethanone FC1=C(OC[C@H]2CC(=NO2)C=2N=C(SC2)C2CCN(CC2)C(CN2N=C(C=C2C)C(F)(F)F)=O)C(=CC=C1)F